BrC=1C(=NC=C(C1)Cl)CC1(CCN(CC1)C(=O)OC(C)(C)C)C(=O)O 4-((3-bromo-5-chloropyridin-2-yl)methyl)-1-(tert-butoxycarbonyl)piperidine-4-carboxylic acid